2-(pyrrolidin-1-yl)pyrimidin N1(CCCC1)C1=NC=CC=N1